C[Si]1(C=C(C(=C1)C1=CC=CC=C1)C1=CC=CC=C1)C 1,1-dimethyl-3,4-diphenylsilacyclopentadiene